(R)-4-((2-(3-Amino-4,4-difluoropiperidin-1-yl)-4-methoxy-1H-benzo[d]imidazol-1-yl)methyl)benzonitril N[C@@H]1CN(CCC1(F)F)C1=NC2=C(N1CC1=CC=C(C#N)C=C1)C=CC=C2OC